CO\N=C\C1=NC2=C(C=CC=C2C=C1)NS(=O)(=O)C1=CC=C(C=C1)C(F)(F)F (E)-N-(2-((Methoxyimino)methyl)quinolin-8-yl)-4-(trifluoromethyl)benzenesulfonamide